1-Methoxy-3,5-xylene COC1=CC(=CC(=C1)C)C